tert-butyl 2-isopropyl-4-((1-(3,4,5-trimethoxyphenyl)-1H-imidazol-4-yl)amino)-5,6-dihydropyrido[3,4-d]pyrimidine-7(8H)-carboxylate C(C)(C)C=1N=C(C2=C(N1)CN(CC2)C(=O)OC(C)(C)C)NC=2N=CN(C2)C2=CC(=C(C(=C2)OC)OC)OC